O1C=CC=2C(=NC=CC21)C2=CC=C(C(=O)NC1CCN(CC1)C1=NC(=CC=C1)C)C=C2 4-(furo[3,2-c]pyridin-4-yl)-N-[1-(6-methylpyridin-2-yl)piperidin-4-yl]benzamide